1-(9Z,12Z,15Z-octadecatrienoyl)-2-dodecanoyl-glycero-3-phosphoserine CCCCCCCCCCCC(=O)O[C@H](COC(=O)CCCCCCC/C=C\C/C=C\C/C=C\CC)COP(=O)(O)OC[C@@H](C(=O)O)N